C(#N)C1=CC2=C(CN(C[C@H]2C2=C(C=CC=C2)C=2C(=NN(C2)C(C(=O)N(C)C)C)C(F)(F)F)C(\C=C\CN(C)C)=O)S1 2-(4-(2-((S)-2-Cyano-6-((E)-4-(dimethylamino)but-2-enoyl)-4,5,6,7-tetrahydrothieno[2,3-c]pyridin-4-yl)phenyl)-3-(trifluoromethyl)-1H-pyrazol-1-yl)-N,N-dimethylpropanamide